5-(2,5-Dinitro-phenoxymethyl)-1-methyl-2-nitro-1H-imidazole [N+](=O)([O-])C1=C(OCC2=CN=C(N2C)[N+](=O)[O-])C=C(C=C1)[N+](=O)[O-]